C[C@@H]1N(CCC1)C(=O)O[C@H]1C[C@H](CC1)C1=CC(=NN1)NC(CC1=NOC(=C1)C)=O (1R,3S)-3-(3-{[(5-methyl-1,2-oxazol-3-yl)acetyl]-amino}-1H-pyrazol-5-yl)-cyclopentyl (2S)-2-meth-ylpyrrolidine-1-carboxylate